O=C1N(CC2N1CCNC2)C21CC(C2)(C1)C(=O)O 3-(3-oxohexahydroimidazo[1,5-a]pyrazin-2(3H)-yl)bicyclo[1.1.1]pentane-1-carboxylic acid